O1C(=CC=C1)OC=CC furan-oxypropylene